N-(3-(5,6-dichloro-1H-indol-3-yl)propyl)-4-(3-(4-methylpiperazin-1-yl)propoxy)benzenesulfonamide ClC=1C=C2C(=CNC2=CC1Cl)CCCNS(=O)(=O)C1=CC=C(C=C1)OCCCN1CCN(CC1)C